NC1=NC(=CC2=C1CCC2NC(=O)C=2N=NN(C2)CC=2N=C1N(C=C(C=C1)C1CC1)C2)C N-(1-amino-3-methyl-6,7-dihydro-5H-cyclopenta[c]pyridin-5-yl)-1-((6-cyclopropylimidazo[1,2-a]pyridin-2-yl)methyl)-1H-1,2,3-triazole-4-carboxamide